2-(4-fluoro-3-{[5-methoxy-1-(2-methylpropyl)-1H-pyrazol-4-yl]amino}-1-methyl-1H-indazol-6-yl)propan-2-ol FC1=C2C(=NN(C2=CC(=C1)C(C)(C)O)C)NC=1C=NN(C1OC)CC(C)C